BrC=1C=CC2=C(SC(=C2)C)C1 6-bromo-2-methylbenzo[b]thiophene